C(CSSSCC(=O)[O-])(=O)[O-] trithiodiacetate